2-phenoxy-ethyl acrylate C(C=C)(=O)OCCOC1=CC=CC=C1